[(2S)-2,8-dimethyl-2,3-dihydro-1,4-benzoxazin-4-yl]-[4-(3-isopropyl-1,2,4-triazol-1-yl)pyrimidin-2-yl]methanone C[C@@H]1OC2=C(N(C1)C(=O)C1=NC=CC(=N1)N1N=C(N=C1)C(C)C)C=CC=C2C